C1(CC1)CC1=NC(=CC2=C1N=C(N=C2)N[C@H]2[C@H](COC2)NC(C=C)=O)C2=C(C(=CC(=C2Cl)OC)OC)Cl N-((3R,4S)-4-((8-(cyclopropylmethyl)-6-(2,6-dichloro-3,5-dimethoxyphenyl)pyrido[3,4-d]pyrimidin-2-yl)amino)tetrahydrofuran-3-yl)acrylamide